OC(=O)C(F)(F)F.N1CCC(CC1)C(=O)O piperidine-4-carboxylic acid TFA salt